[Br-].[Br-].C(C[NH3+])[NH3+] ethane-1,2-diaminium dibromide